BrC=1C=C(C(C=O)=CC1Br)C=O 4,5-dibromophthalaldehyde